6,7-dimethyldodecane CC(CCCCC)C(CCCCC)C